2-bromo-6-(5,7-dichloro-2,3-dihydrobenzofuran-2-yl)pyridine BrC1=NC(=CC=C1)C1OC2=C(C1)C=C(C=C2Cl)Cl